2-(4-(2-(3,5-Dichlorophenylamino)-4-(4-(piperidin-4-yl)phenylamino)pyrimidin-5-yl)-1H-pyrazol-1-yl)ethan-1-ol ClC=1C=C(C=C(C1)Cl)NC1=NC=C(C(=N1)NC1=CC=C(C=C1)C1CCNCC1)C=1C=NN(C1)CCO